(S)-4-(2-carbamoyl-pyrrolidin-1-yl)-2-((1-(3,4,5-trimethoxyphenyl)-1H-imidazol-4-yl)amino)-5,6-dihydropyrido[3,4-d]pyrimidine-7(8H)-carboxylic acid tert-butyl ester C(C)(C)(C)OC(=O)N1CC=2N=C(N=C(C2CC1)N1[C@@H](CCC1)C(N)=O)NC=1N=CN(C1)C1=CC(=C(C(=C1)OC)OC)OC